ClN1NC(=NC(=C1)OC)OC 2-chloro-4,6-dimethoxy-1,2,5-triazine